FC1=CC=C(C(=N1)C)OC1=C(C(=O)O)C=CC(=C1)C(F)(F)F 2-((6-Fluoro-2-methylpyridin-3-yl)oxy)-4-(trifluoromethyl)benzoic acid